OC(C#CC1=CC(=NC=N1)N1CCC(CC1)C(=O)O)(C)C 1-(6-(3-hydroxy-3-methyl-1-butyn-1-yl)pyrimidin-4-yl)piperidine-4-carboxylic acid